FC=1C=C(C#N)C=CC1COC1=NC(=CC=C1)N1C[C@@H](NCC1)C (S)-3-Fluoro-4-(((6-(3-methylpiperazin-1-yl)pyridin-2-yl)oxy)methyl)benzonitrile